BrC=1C=CC2=C3N(N=C2C1)[C@@H](CNC3)C (R)-8-Bromo-4-methyl-1,2,3,4-tetrahydropyrazino[1,2-b]indazole